OC(CCCCCCCCCC(=O)O)CCC(CCCCCCCCC)O 11,14-Dihydroxytricosanoic acid